FC1(CC(C1)NC(=O)C1=C(C=NC=2N1N=C(C2C(=O)N)C)C=2C=NNC2)F N7-(3,3-difluorocyclobutyl)-2-methyl-6-(1H-pyrazol-4-yl)pyrazolo[1,5-a]pyrimidine-3,7-dicarboxamide